C(C1=CC=CC=C1)C1=C(N=NN1C)C(=O)NCC1=CC=C(C=C1)I Benzyl-N-(4-iodobenzyl)-1-methyl-1H-1,2,3-triazole-4-carboxamide